7-Bromo-1,3-dihydro-2-benzofuran-4-carboxylic acid methyl ester COC(=O)C1=CC=C(C=2COCC21)Br